ClC1=CC=C(CNC(=O)NC2CC3(CN(C3)C(C3=CC(=CC=C3)C(C)C)=O)C2)C=C1 1-(4-chlorobenzyl)-3-(2-(3-isopropylbenzoyl)-2-azaspiro[3.3]heptan-6-yl)urea